COC1=C(C=CC(=C1)C(F)(F)F)C(NC)=S 2-methoxy-N-methyl-4-(trifluoromethyl)benzenecarbothioamide